C(C)NCCC[Si](OCC)(OCC)OCC gamma-(N-ethyl)amino-propyltriethoxysilane